C(C)(C)(C)N(C(O)=O)[C@H](C(NCC1=CC=C(C=C1)C1=CC=C(C=C1)C(F)(F)F)=O)CCC.C1(CCCCC1)P(C1=C(C=CC=C1)C1=C(C=CC=C1OC)OC)C1CCCCC1 dicyclohexyl-(2',6'-dimethoxybiphenyl-2-yl)phosphine (S)-tert-butyl-(1-oxo-1-(((4'-(trifluoromethyl)-[1,1'-biphenyl]-4-yl)methyl)amino)pentan-2-yl)carbamate